6-(chloromethyl)-1-(4-methoxyphenyl)-1H-pyrazolo[3,4-d]pyrimidin-4-ol ClCC1=NC(=C2C(=N1)N(N=C2)C2=CC=C(C=C2)OC)O